[Co].[B] Boron-cobalt